NC1=NN2C(C(=CC(=C2)OCC)C=2C=NC(=CC2)N2CC3N(C(C2)C3)CC3=NC(=CC=C3)OC)=C1C#N 2-amino-6-ethoxy-4-(6-(6-((6-methoxypyridin-2-yl)methyl)-3,6-diazabicyclo[3.1.1]heptan-3-yl)pyridin-3-yl)pyrazolo[1,5-a]pyridine-3-carbonitrile